N,1,4,4-tetramethyl-8-{[4-(4-methylpiperazin-1-yl)phenyl]amino}-4,5-dihydro-1H-pyrazolo[4,3-h]quinazoline-3-carboxamide CNC(=O)C1=NN(C2=C1C(CC=1C=NC(=NC21)NC2=CC=C(C=C2)N2CCN(CC2)C)(C)C)C